C(#N)C1=CC=C(OC(C(=O)NC=2SC3=C(N2)C=C(C(=C3)OC)OC)C3=CC=C(C=C3)OC)C=C1 2-(4-Cyano-phenoxy)-N-(5,6-dimethoxy-benzothiazol-2-yl)-2-(4-methoxy-phenyl)-acetamide